FC=1C=2N(C=C(C1)C1=CNC=3N=C(N=CC31)NCC(C)(C)C)C(=CN2)CO (8-fluoro-6-(2-(neopentylamino)-7H-pyrrolo[2,3-d]pyrimidin-5-yl)imidazo[1,2-a]pyridin-3-yl)methanol